3-methyl-6-(naphthalene-1-ylmethyl)-1,6-dihydro-2H-pyrrolo[3,4-d]Pyrimidine CN1CNC=2C(C1)=CN(C2)CC2=CC=CC1=CC=CC=C21